(2-bromo-5-fluorobenzyl)(tert-butoxycarbonyl)carbamic acid tert-butyl ester C(C)(C)(C)OC(N(C(=O)OC(C)(C)C)CC1=C(C=CC(=C1)F)Br)=O